3-(5-(4-((4-((R)-3-(4-amino-3-(4-phenoxyphenyl)-1H-pyrazolo[3,4-d]pyrimidin-1-yl)piperidine-1-carbonyl)piperazin-1-yl)methyl)piperidin-1-yl)-1-oxoisoindolin-2-yl)piperidine-2,6-dione NC1=C2C(=NC=N1)N(N=C2C2=CC=C(C=C2)OC2=CC=CC=C2)[C@H]2CN(CCC2)C(=O)N2CCN(CC2)CC2CCN(CC2)C=2C=C1CN(C(C1=CC2)=O)C2C(NC(CC2)=O)=O